C(=O)C1=C(SC(=C1)C)NC(CNC(OCC1C2=CC=CC=C2C=2C=CC=CC12)=O)=O (9H-fluoren-9-yl)methyl (2-((3-formyl-5-methylthiophen-2-yl)amino)-2-oxoethyl)carbamate